NC1CC2CCC(C1)N2C2=CN=C1C(=N2)NC=C1C1=C(C2=CN(N=C2C=C1)CC(=O)NC)Cl 2-(5-{3-[endo-3-amino-8-azabicyclo[3.2.1]octan-8-yl]-5H-pyrrolo[2,3-b]pyrazin-7-yl}-4-chloro-2H-indazol-2-yl)-N-methylacetamide